tert-butyl thiocyanate C(C)(C)(C)SC#N